sodium hexamethylene 1,6-bisthiosulphate dihydrate O.O.S(=S)(=O)(OCCCCCCOS(=S)(=O)[O-])[O-].[Na+].[Na+]